2,4-dimethylheptene CC(=C)CC(CCC)C